N-ethyl-4-[5-methoxycarbonyl-3-(indolin-1-yl)thiophen-2-yl]-6-methyl-7-oxo-6,7-dihydro-1H-pyrrolo[2,3-c]pyridine-2-carboxamide C(C)NC(=O)C1=CC2=C(C(N(C=C2C=2SC(=CC2N2CCC3=CC=CC=C23)C(=O)OC)C)=O)N1